N-(4-(2-(((1r,4r)-4-aminocyclohexyl)amino)-8-ethylquinazolin-6-yl)-3-methylphenyl)-4-chlorobenzenesulfonamide, formate salt C(=O)O.NC1CCC(CC1)NC1=NC2=C(C=C(C=C2C=N1)C1=C(C=C(C=C1)NS(=O)(=O)C1=CC=C(C=C1)Cl)C)CC